N-methyl-N-(2-(3-(5-(tetrahydro-2H-pyran-4-yloxy)pyridin-2-yl)-1,2,4-thiadiazol-5-ylamino)pyridin-3-yl)acetamide CN(C(C)=O)C=1C(=NC=CC1)NC1=NC(=NS1)C1=NC=C(C=C1)OC1CCOCC1